C(C)(=O)OC(CC(CC(=O)OC)C)C 5-Acetoxy-3-methyl-hexanoic acid, methyl ester